CC1CCC(NC1)C=1C=CC2=C(N=CS2)C1 C5-(5-methylpiperidin-2-yl)benzo[d]thiazole